BrC=1C=C(C=C2C(C=C(OC12)C1CCOCC1)=O)C 8-bromo-6-methyl-2-tetrahydropyran-4-yl-chromen-4-one